aluminum carbonate salt C([O-])([O-])=O.[Al+3].C([O-])([O-])=O.C([O-])([O-])=O.[Al+3]